1-(HYDROXYMETHYL)-1H-PYRAZOLE-4-CARBOXYLIC ACID OCN1N=CC(=C1)C(=O)O